(S)-4,4-difluoro-2-methylpyrrolidine-1-carboxylic acid tert-butyl ester C(C)(C)(C)OC(=O)N1[C@H](CC(C1)(F)F)C